Dimethylsilyl-(3-isopropyl-indenyl)(3-methyl-indenyl)zirconium (IV) dichloride [Cl-].[Cl-].C[SiH](C)[Zr+](C1C=C(C2=CC=CC=C12)C)C1C=C(C2=CC=CC=C12)C(C)C.C[SiH](C)[Zr+](C1C=C(C2=CC=CC=C12)C(C)C)C1C=C(C2=CC=CC=C12)C